2-chloro-5-(((E)-2-((E)-1-nitro-3-(thiophen-2-yl)allylidene)imidazolidin-1-yl)methyl)thiazole ClC=1SC(=CN1)CN1/C(/NCC1)=C(\C=C\C=1SC=CC1)/[N+](=O)[O-]